NC1=C(C=C(C=C1C)N)C 2,5-diamino-meta-xylene